(3S,6S,9aR)-3-benzyl-6-isobutyl-2-(4-methylphenyl)hexahydro-4H-pyrazino[1,2-a]pyrazine-4,7(6H)-dione C(C1=CC=CC=C1)[C@@H]1N(C[C@@H]2N(C1=O)[C@H](C(NC2)=O)CC(C)C)C2=CC=C(C=C2)C